boric acid nitrogen [N].B(O)(O)O